CC=1N=C(SC1N1[C@@H](CCC1)CO)CCCC1=CC=CC=C1 (S)-(1-(4-methyl-2-(3-phenylpropyl)thiazol-5-yl)pyrrolidin-2-yl)methanol